BrC1=C(N)C(=CC(=C1C)Cl)C 2-bromo-4-chloro-3,6-dimethyl-aniline